4-(benzyloxycarbonylamino-methoxycarbonyl-methylene)-piperidine-1-carboxylic acid tert-butyl ester C(C)(C)(C)OC(=O)N1CCC(CC1)=C(C(=O)OC)NC(=O)OCC1=CC=CC=C1